(2S)-2-amino-3-[(2-nitrobenzyl)oxy]propionic acid N[C@H](C(=O)O)COCC1=C(C=CC=C1)[N+](=O)[O-]